3-isopropyl-1H-indole-1-carboxylic acid chloromethyl ester ClCOC(=O)N1C=C(C2=CC=CC=C12)C(C)C